2-iodo-7-isopropyl-1,4-dimethyl-azulene IC1=C(C2=CC(=CC=C(C2=C1)C)C(C)C)C